The molecule is a D-alpha-amino acid zwitterion that is D-octopine in which both carboxy groups are anionic and the secondary amino and guanidine imino functions are protonated. It is a conjugate acid of a D-octopine(1-). It is a tautomer of a D-octopine. C[C@H](C(=O)[O-])[NH2+][C@@H](CCC[NH+]=C(N)N)C(=O)[O-]